ClC=1C(=C(C=CC1)[C@H]1[C@@H](N[C@H]([C@]1(C#N)C1=C(C=C(C=C1)Cl)F)CC(C)(C)C)C(=O)NC1=C(C=C(C(=O)O)C=C1)OC)F 4-((2R,3S,4R,5S)-3-(3-chloro-2-fluorophenyl)-4-(4-chloro-2-Fluorophenyl)-4-cyano-5-neopentylpyrrolidine-2-carboxamido)-3-methoxybenzoic acid